O[C@H]1C[C@H](N(C1)C1=NC(=NC=2C=3C=CC=CC3OC12)C(F)(F)F)C(=O)O (2S,4S)-4-Hydroxy-1-[4-(trifluoromethyl)-8-oxa-3,5-diazatricyclo[7.4.0.02,7]-trideca-1(9),2(7),3,5,10,12-hexaen-6-yl]pyrrolidine-2-carboxylic acid